tert-butyl (S)-1-(((R)-tert-butylsulfinyl) amino)-6-(3-methoxy-3-oxoprop-1-yn-1-yl)-1,3-dihydrospiro[indene-2,4'-piperidine]-1'-carboxylate C(C)(C)(C)[S@@](=O)N[C@@H]1C2=CC(=CC=C2CC12CCN(CC2)C(=O)OC(C)(C)C)C#CC(=O)OC